C(CCCCC)C(C(=O)OCCCCCCN(CCCO)CCCCCCOC(=O)OC(CCCCCCCC)CCCCCCCC)CCCCCCCC 6-((6-(((heptadecan-9-yloxy)carbonyl)oxy)hexyl)(3-hydroxypropyl)amino)hexyl 2-hexyldecanoate